thiazolo[5,4-c]Pyridine N1=CSC=2C=NC=CC21